2-[6-[(4aS,8aR)-6-(2,2,2-trifluoroethyl)-3,4a,5,7,8,8a-hexahydro-2H-pyrido[4,3-b][1,4]oxazin-4-yl]pyridazin-3-yl]-3,5-dimethyl-phenol FC(CN1C[C@H]2[C@H](OCCN2C2=CC=C(N=N2)C2=C(C=C(C=C2C)C)O)CC1)(F)F